Cl.O1CCC(C2=CC=CC=C12)CNCC N-(Chroman-4-ylmethyl)ethanamine hydrochloride